C(C1=CC=CC=C1)N(C1C2CCC(C(C1)C)N2C#N)CC2=CC=CC=C2 2-(dibenzylamino)-4-methyl-8-azabicyclo[3.2.1]octane-8-carbonitrile